[I-].C(CCCCCCCCCCC)[NH+]1CN(C=C1)C=1C=CC=2N(C3=CC=CC=C3C2C1)C 3-Dodecyl-1-(9-methylcarbazol-3-yl)-2H-imidazol-3-ium iodide